O[C@@]1(CC[C@@H]2[C@H]3CC[C@]4([C@H]([C@@H]3CC[C@@H]2C1)CCC[C@@H](C4)C(CN4N=CC(=C4)C#N)=O)C)C 1-(2-((2R,4aS,4bR,6aR,8S,11aS,11bR,13aR)-2-hydroxy-2,6a-dimethyloctadecahydro-1H-cyclohepta[a]phenanthren-8-yl)-2-oxoethyl)-1H-pyrazole-4-carbonitrile